2,5-diamino-p-benzenePhthalic acid NC1=CC=C(C(=C1)C=1C=CC=C(C1C(=O)O)C(=O)O)N